N[C@@H]1CN(C[C@H](C1)C)C(=O)OCC1=CC=CC=C1 trans-benzyl 3-amino-5-methylpiperidine-1-carboxylate